C(C1=CC=CC=C1)OC(NC1=CC(=C(C=C1)N1C2CSCC1CC2)F)=O 4-(3-thia-8-aza-bicyclo[3.2.1]oct-8-yl)-3-fluorophenyl-carbamic acid benzyl ester